FCCC=1C=NN(C1)C1(CN(C1)C=1C=2N(C=CC1)N=C(N2)NC=2C=NNC2)CC#N 2-[3-[4-(2-fluoroethyl)pyrazol-1-yl]-1-[2-(1H-pyrazol-4-ylamino)-[1,2,4]triazolo[1,5-a]pyridin-8-yl]azetidin-3-yl]acetonitrile